(S)-2-((((9H-fluoren-9-yl)methoxy)carbonyl)amino)-3-(1-(tert-butoxycarbonyl)-5-(pyridin-4-yl)-1H-indol-3-yl)propanoic acid C1=CC=CC=2C3=CC=CC=C3C(C12)COC(=O)N[C@H](C(=O)O)CC1=CN(C2=CC=C(C=C12)C1=CC=NC=C1)C(=O)OC(C)(C)C